4-(5-(3-aminopropyl)-1,2,4-oxadiazol-3-yl)-N-octylbenzamide hydrochloride Cl.NCCCC1=NC(=NO1)C1=CC=C(C(=O)NCCCCCCCC)C=C1